N1C(=CC2=CC=CC=C12)C(=O)[O-] Indole-2-carboxylate